NC([C@H](CO)N1C(C2(C1)CCN(CC2)C(=O)OC(C)(C)C)=O)=O tert-butyl (S)-2-(1-amino-3-hydroxy-1-oxopropan-2-yl)-1-oxo-2,7-diazaspiro[3.5]nonane-7-carboxylate